3-(2-[2-[(tert-butyldimethylsilyl)oxy]ethyl]phenyl)-N-[5-[(4-chlorophenyl)methoxy]-1,3,4-thiadiazol-2-yl]pyridine-4-carboxamide [Si](C)(C)(C(C)(C)C)OCCC1=C(C=CC=C1)C=1C=NC=CC1C(=O)NC=1SC(=NN1)OCC1=CC=C(C=C1)Cl